2,6-DIISOCYANOHEPTANEDIOIC ACID DIMETHYL ESTER COC(C(CCCC(C(=O)OC)[N+]#[C-])[N+]#[C-])=O